FC(C(=O)O)(F)F.C(CCCCCCC)(=O)N[C@H](CCCNC(N)=N)C(=O)N[C@@H](C)C(=O)OC Methyl octanoyl-D-arginyl-L-alaninate trifluoroacetate salt